O=C1N(C=CC=C1)CCNC(OC(C)(C)C)=O tert-butyl (2-(2-oxopyridin-1(2H)-yl)ethyl)carbamate